C([O-])([O-])=O.[Co+2] Cobaltous Carbonate